9,9-Diphenylfluorene C1(=CC=CC=C1)C1(C2=CC=CC=C2C=2C=CC=CC12)C1=CC=CC=C1